N-(3-(7-oxo-7,8-dihydro-1,8-naphthyridin-4-yl)phenyl)sulfamide hydrochloride Cl.O=C1C=CC=2C(=CC=NC2N1)C=1C=C(C=CC1)NS(=O)(=O)N